C(C)(=O)NC1(C(C[C@H]2N(CC[C@H]21)C(=O)OC(C)(C)C)CC=C)C(NC(C)(C)C)=O rac-tert-butyl (3aR,6aR)-4-acetamido-5-allyl-4-(tert-butylcarbamoyl)hexahydrocyclopenta[b]pyrrole-1(2H)-carboxylate